ClC=1C=C(C=CC1Cl)NC(OC1=CC=C(C=C1)C)=O p-Tolyl (3,4-dichlorophenyl)carbamate